4-[(3R)-3-methylmorpholin-4-yl]-6-(o-tolyl)-1H-pyridin-2-one C[C@H]1N(CCOC1)C1=CC(NC(=C1)C1=C(C=CC=C1)C)=O